C[C@H]1/C=C/C=C(\\C(=O)NC2(C=C(C3=C(C2=O)C(=C(C4=C3C(=O)[C@](O4)(O/C=C/[C@@H]([C@H]([C@H]([C@@H]([C@@H]([C@@H]([C@H]1O)C)O)C)OC(=O)C)C)OC)C)C)[O-])O)O)/C The molecule is a phenolate anion resulting from the deporotonation of the phenolic hydroxy group of rifamycin SV hemiaminal. The major species at pH 7.3. It derives from a rifamycin SV(1-). It is a conjugate base of a rifamycin SV hemiaminal.